CC=1C=C(C(=O)OC2=C(C(=CC(=C2)Cl)C=NC=2C=NC=CC2)OC(C(C)C)=O)C=CC1 5-chloro-2-(isobutyryl-oxy)-3-((pyridin-3-yl-imino)methyl)phenyl 3-methylbenzoate